C1(CCCCCC1)N1CCC(CC1)N 1-cycloheptylpiperidin-4-amine